octaneselenol C(CCCCCCC)[SeH]